FC=1C=CC(=C(C1)NC(C)=O)N1CC2=CC=C(C=C2CC1)OC N-(5-fluoro-2-(6-methoxy-3,4-dihydroisoquinolin-2(1H)-yl)phenyl)acetamide